5-fluoro-3,3-dimethyl-4-oxopiperidine-1-carboxylic acid tert-butyl ester C(C)(C)(C)OC(=O)N1CC(C(C(C1)F)=O)(C)C